Tert-butyl [(1R,2R,4S)-2-(methoxymethoxy)-4-(methylamino)cyclopentyl]carbamate COCO[C@H]1[C@@H](C[C@@H](C1)NC)NC(OC(C)(C)C)=O